azetidin-3-yl(6-(1-methylcyclopropyl)pyridin-3-yl) carbamate C(N)(OC=1C(=NC(=CC1)C1(CC1)C)C1CNC1)=O